C1(CC1)C1=CC=C(NC)C=C1 4-cyclopropyl-N-methylaniline